C(C=C)(=O)OC1CCCOC1=O 6-oxo-tetrahydropyran-5-yl acrylate